Gamma-Glutamylglutamic acid N[C@@H](CCC(=O)N[C@@H](CCC(=O)O)C(=O)O)C(=O)O